C1CCC2=NC3=C(C(=C21)NC(=O)N=S(=O)(N)C=2SC(=CN2)C(C)(C)O)CCC3 N'-((1,2,3,5,6,7-hexahydrodicyclopenta[b,e]pyridin-8-yl)carbamoyl)-5-(2-hydroxypropan-2-yl)thiazole-2-sulfonimidamide